OC=1C(=CC2=CN(N=C2C1C)C)C=1N=CC2=C(N1)C=CN(C2=O)[C@@H]2CC(N(CC2)C(=O)OC(C)(C)C)C (4S)-tert-butyl 4-(2-(6-hydroxy-2,7-dimethyl-2H-indazol-5-yl)-5-oxopyrido[4,3-d]pyrimidin-6(5H)-yl)-2-methylpiperidine-1-carboxylate